4,6-bis(mercaptomethyl)-1,3-dithiane SCC1SCSC(C1)CS